3-pentadecanetrienol C=CC(=CC=CCCCCCCCCC)O